NC1=C(C2=CC=CC=C2C=C1)N=NC=1C=C(C(=CC1)C=CC=1C(=CC(=CC1)N=NC1=C(C=CC2=CC=CC=C12)N)S(=O)(=O)O)S(=O)(=O)O 4,4'-bis(2-amino-1-naphthylazo)-2,2'-stilbenedisulfonic acid